N-((6-(2-Hydroxy-6-methyl-4-(trifluoromethyl)phenyl)pyridazin-3-yl)methyl)tetrahydro-2H-pyran-4-carboxamide OC1=C(C(=CC(=C1)C(F)(F)F)C)C1=CC=C(N=N1)CNC(=O)C1CCOCC1